ClC=1C=C2C(=CNC2=CC1)NC(=O)NC1=CC=C(C=C1)CC1=CC=C(C=C1)OC(F)(F)F 1-(5-chloro-1H-indol-3-yl)-3-(4-(4-(trifluoromethoxy)benzyl)phenyl)urea